3,4,5-trimethyl-fluorobenzene CC=1C=C(C=C(C1C)C)F